8-acetyl-3,6-dimethyl-2-(2-methylindazol-5-yl)chromen-4-one tert-butyl-(1-((2-cyano-3-methoxy-5-(5-methoxyimidazo[1,2-a]pyridin-3-yl)phenoxy)methyl)-3-ethylcyclopentyl)carbamate C(C)(C)(C)N(C(O)=O)C1(CC(CC1)CC)COC1=C(C(=CC(=C1)C1=CN=C2N1C(=CC=C2)OC)OC)C#N.C(C)(=O)C=2C=C(C=C1C(C(=C(OC21)C2=CC1=CN(N=C1C=C2)C)C)=O)C